C(#N)C1=C(C=O)C(=CC=C1)F 2-CYANO-6-FLUOROBENZALDEHYDE